D-glucose penta-acetate C(C)(=O)O[C@@H](C=O)[C@@H](OC(C)=O)[C@H](OC(C)=O)[C@H](OC(C)=O)COC(C)=O